BrC=1C(=NNC1C)C1=CC=C(C=C1)F 4-bromo-3-(4-fluorophenyl)-5-methyl-1H-pyrazole